COC=1C(=NC=NC1)NC1=NNC(=C1)C 5-methoxy-N-(5-methyl-1H-pyrazol-3-yl)pyrimidin-4-amine